methyl 3-cyclopropoxy-5-((methylamino)methyl)-4-nitrobenzoate C1(CC1)OC=1C=C(C(=O)OC)C=C(C1[N+](=O)[O-])CNC